2-((4-(6-((4-chloronaphthalen-1-yl)methoxy)pyridin-2-yl)piperidin-1-yl)methyl)-1-(2-methoxyethyl)-1H-benzo[d]imidazole-6-carboxylic acid ClC1=CC=C(C2=CC=CC=C12)COC1=CC=CC(=N1)C1CCN(CC1)CC1=NC2=C(N1CCOC)C=C(C=C2)C(=O)O